1'-(4-nitrophenyl)-[4,4'-bipiperidine]-1-carboxylic acid tert-butyl ester C(C)(C)(C)OC(=O)N1CCC(CC1)C1CCN(CC1)C1=CC=C(C=C1)[N+](=O)[O-]